(1S,2S,3S,4S)-4-{2-[2-(azetidin-1-yl)quinolin-7-yl]ethyl}-3-[(tert-butyldiphenylsilyl)oxy]-2-fluorocyclopentyl methanesulfonate CS(=O)(=O)O[C@@H]1[C@H]([C@H]([C@H](C1)CCC1=CC=C2C=CC(=NC2=C1)N1CCC1)O[Si](C1=CC=CC=C1)(C1=CC=CC=C1)C(C)(C)C)F